1H-pyrazolo[3,4-b]pyridine-3-carboxylic acid N1N=C(C=2C1=NC=CC2)C(=O)O